COC1=CC=C(C=C1)/C=C/C(=O)NC1=CC=C(C=C1)C=1N=C2N(C=CC=C2)C1CN1CCN(CC1)C1=CC=CC=C1 (E)-3-(4-methoxyphenyl)-N-(4-(3-((4-phenylpiperazin-1-yl)methyl)imidazo[1,2-a]pyridin-2-yl)phenyl)acrylamide